2-Amino-5-[1-(2-[3-[1-(2,6-dioxopiperidin-3-yl)-3-methyl-2-oxo-1,3-benzodiazol-5-yl]propoxy]ethyl)pyrazol-4-yl]pyridine-3-carboxylic acid NC1=NC=C(C=C1C(=O)O)C=1C=NN(C1)CCOCCCC1=CC2=C(N(C(N2C)=O)C2C(NC(CC2)=O)=O)C=C1